6-(3-((benzyloxy)methyl)-4-ethyl-5-oxo-4,5-dihydro-1H-1,2,4-triazol-1-yl)-2-chloro-N-(2-chloro-6-fluorophenyl)-5-fluoronicotinamide C(C1=CC=CC=C1)OCC1=NN(C(N1CC)=O)C1=NC(=C(C(=O)NC2=C(C=CC=C2F)Cl)C=C1F)Cl